C(C)(=O)C1=C(C2=C(N=C(N=C2)NC2=CC=C(C=N2)N2CCN(CC2)CC=2C(=C3CN(CC3=CC2)C2C(NC(CC2)=O)=O)Br)N(C1=O)C1CCCC1)C 5-((4-(6-((6-acetyl-8-cyclopentyl-5-methyl-7-oxo-7,8-dihydropyrido[2,3-d]pyrimidine-2-yl)amino)pyridin-3-yl)piperazin-1-yl)methyl)-4-bromo-2-(2,6-dioxopiperidin-3-yl)isoindoline